FC1=CC=C(C=C1)C1=C(NN=C1C=1N=CN(C1)COCC[Si](C)(C)C)NC(=S)NC(OCC)=O ethyl N-{[4-(4-fluorophenyl)-5-(1-{[2-(trimethylsilyl)ethoxy]methyl}imidazol-4-yl)-2H-pyrazol-3-yl]carbamothioyl}carbamate